C(OC)(OCOC=1C(C=CN2C1C(N(C(C2C2C1=C(SCC3=C2C=CC(=C3F)F)C=CC=C1)=O)CC)=O)=O)=O methyl 4-(7,8-difluoro-6,11-dihydrodibenzo[b,e]thiepin-11-yl)-2-ethyl-1H-pyrido[1,2-a]pyrazine-1,3,8(2H,4H)-trione-9-oxymethyl carbonate